O1C(=CC=C1)CNC1=NN2C(S1)=NC=C2C=2C=C(C(=O)N)C=CC2 3-[2-(2-furylmethyl-amino)imidazo[2,1-b][1,3,4]thiadiazol-5-yl]benzamide